N,N'-diphenyl-N,N'-bis(4-methoxyphenyl)-1,1'-biphenyl-4,4'-diamine C1(=CC=CC=C1)N(C1=CC=C(C=C1)C1=CC=C(C=C1)N(C1=CC=C(C=C1)OC)C1=CC=CC=C1)C1=CC=C(C=C1)OC